4-amino-2-(2-(dimethylamino)ethoxy)benzoic acid NC1=CC(=C(C(=O)O)C=C1)OCCN(C)C